N[C@@]1(CN(CCC1)C=1C=NC(=CC1CC1=CN=C2N1C=CN=C2N)C2=C(C=C(C(=C2)F)OC)F)C(=O)NC (S)-3-amino-1-(4-((8-aminoimidazo[1,2-a]pyrazin-3-yl)methyl)-6-(2,5-difluoro-4-methoxyphenyl)pyridin-3-yl)-N-methylpiperidine-3-carboxamide